C(C)(C)(C)OC(=O)N1CCC(CC1)N1C(CCCC1)=O 2-oxo-[1,4'-bipiperidine]-1'-carboxylic acid tert-butyl ester